tri-palmitoyl-glycerol C(CCCCCCCCCCCCCCC)(=O)C(C(O)(C(CCCCCCCCCCCCCCC)=O)C(CCCCCCCCCCCCCCC)=O)(O)CO